C(N)(=N)C1=CC=C(S1)[C@@H](C)NC(=O)[C@H]1N(C[C@@H](C1)OC(F)F)C(CNC(=O)C=1C=CC=2C(C3=CC=CC=C3C2C1)(F)F)=O (2S,4R)-N-((R)-1-(5-carbamimidoylthiophen-2-yl)ethyl)-1-((9,9-difluoro-9H-fluorene-3-carbonyl)glycyl)-4-(difluoromethoxy)pyrrolidine-2-carboxamide